C(CC=CCC)OC(CCC)=O (E)-butyric acid-3-hexenyl ester